ethane-one hydrochloride Cl.C(C)=O